C([O-])(O)=O.[Na+].C(C=C)(=O)N1CC(=CCC1)C1=C2C(=C(NC2=C(C=C1F)C(=O)N)C)Cl 4-(1-Propenoyl-1,2,5,6-tetrahydropyridin-3-yl)-3-chloro-5-fluoro-2-methyl-1H-indole-7-carboxamide sodium bicarbonate